CC=1N(C(=CC1C=1NC=2C(=NC=CC2N[C@@H]2CN(CC2)S(=O)(=O)CC)N1)C)C1=CC=C(C=C1)OCCN1CCOCC1 (S)-2-(2,5-dimethyl-1-(4-(2-morpholinoethoxy)phenyl)-1H-pyrrol-3-yl)-N-(1-(ethylsulfonyl)pyrrolidin-3-yl)-1H-imidazo[4,5-b]pyridin-7-amine